FC=1C=NN(C1COC=1C=CC2=C(C(=C(O2)C)C(=O)O)C1)C 5-((4-fluoro-1-methyl-1H-pyrazol-5-yl)methoxy)-2-methylbenzofuran-3-carboxylic acid